3-oxetanyl 2-[[[[(4,6-dimethyl-2-pyrimidinyl)amino]carbonyl]amino]sulfonyl]benzoate CC1=NC(=NC(=C1)C)NC(=O)NS(=O)(=O)C1=C(C(=O)OC2COC2)C=CC=C1